CC1CC(CCC1C)N 3,4-dimethyl-cyclohexylamine